5-bromo-2-(1-methyl-1H-pyrazol-4-yl)benzo[d]oxazole BrC=1C=CC2=C(N=C(O2)C=2C=NN(C2)C)C1